N-(4-(6-fluoro-3-(pyridin-2-yl)-1H-pyrrolo[3,2-b]pyridin-2-yl)pyridin-2-yl)-2-(4-fluorophenyl)-3-hydroxypropanamide FC=1C=C2C(=NC1)C(=C(N2)C2=CC(=NC=C2)NC(C(CO)C2=CC=C(C=C2)F)=O)C2=NC=CC=C2